2,5-dimethoxy-pyridin-4-yl-boric acid COC1=NC=C(C(=C1)OB(O)O)OC